C(C)(=O)C1=C(C(=C(S1)NC1=C(C=C(C=C1)I)F)C(=O)NOCC1CC1)C(C)C 5-acetyl-N-(cyclopropylmethoxy)-2-((2-fluoro-4-iodophenyl)amino)-4-isopropylthiophene-3-carboxamide